S-(2-(2-(2-Hydroxyethoxy)ethoxy)ethyl) ethanethioate C(C)(SCCOCCOCCO)=O